NC1=C2C(N(C(C2=CC(=C1)Br)=O)[C@H](CS(=O)(=O)C)C1=CC(=C(C=C1)OC)OCC)=O (S)-4-amino-6-bromo-2-(1-(3-ethoxy-4-methoxyphenyl)-2-(methylsulfonyl)ethyl)isoindoline-1,3-dione